4-((S)-4,4-difluoro-2-methylpyrrolidine-1-carbonyl)-5-(4-(difluoromethyl)-6-(((S)-1,1,1-trisFluoropropan-2-yl)amino)pyridin-3-yl)-N-((1r,3S)-3-hydroxycyclobutyl)thiazole-2-carboxamide FC1(C[C@@H](N(C1)C(=O)C=1N=C(SC1C=1C=NC(=CC1C(F)F)N[C@H](C(F)(F)F)C)C(=O)NC1CC(C1)O)C)F